C(#N)CC12N(CC(C1)C2)C(=O)OC(C)(C)C tert-butyl 1-(cyanomethyl)-2-azabicyclo[2.1.1]hexane-2-carboxylate